pyridine trifluoromethanesulfonate FC(S(=O)(=O)O)(F)F.N1=CC=CC=C1